dipentaerythritol tripelargonate C(CCCCCCCC)(=O)OCC(COC(CCCCCCCC)=O)(COCC(COC(CCCCCCCC)=O)(CO)CO)CO